1-(4-methoxybenzyl)-5-methyl-3-nitro-1H-pyrazole COC1=CC=C(CN2N=C(C=C2C)[N+](=O)[O-])C=C1